2-[2-(difluoromethoxy)-6-fluorophenyl]acetamide tert-butyl-8-(4-cyanophenyl)-6-azaspiro[3.4]octane-6-carboxylate C(C)(C)(C)OC(=O)N1CC2(CCC2)C(C1)C1=CC=C(C=C1)C#N.FC(OC1=C(C(=CC=C1)F)CC(=O)N)F